FCC(=O)OCC ethyl 2-fluoroacetate